trimethoxy[(trimethylsilyl)ethynyl]silane CO[Si](C#C[Si](C)(C)C)(OC)OC